6-(4-chlorophenyl)-2,8-diphenylimidazo[1,2-a]pyridine ClC1=CC=C(C=C1)C=1C=C(C=2N(C1)C=C(N2)C2=CC=CC=C2)C2=CC=CC=C2